(S)-4-(4-(1-cyclopropoxy-2-hydroxy-1-phenylethyl)-2-(4-Methyl-4-(prop-2-yn-1-ylamino)-[1,4'-bipiperidin]-1'-yl)quinazolin-6-yl)-6-methyl-1,6-dihydro-7H-Pyrrolo[2,3-c]pyridin-7-one C1(CC1)O[C@@](CO)(C1=CC=CC=C1)C1=NC(=NC2=CC=C(C=C12)C=1C2=C(C(N(C1)C)=O)NC=C2)N2CCC(CC2)N2CCC(CC2)(NCC#C)C